ClC1=CC=C(S1)CNC1=CC(=NN1C(C(CO)(C)C)=O)C1CCN(CC1)CCC1=NC=CC=C1 1-(5-{[(5-chlorothiophen-2-yl)methyl]amino}-3-{1-[2-(pyridin-2-yl)ethyl]piperidin-4-yl}-1H-pyrazol-1-yl)-3-hydroxy-2,2-dimethylpropan-1-one